N-[(3-Chlorophenyl)-methyl]-2-ethylsulfanyl-4-methyl-6-morpholin-4-yl-pyridine-3-carboxylic acid amide ClC=1C=C(C=CC1)CNC(=O)C=1C(=NC(=CC1C)N1CCOCC1)SCC